4-(6-methyl-5-vinylpyrimidin-4-yl)piperazine CC1=C(C(=NC=N1)N1CCNCC1)C=C